C(C)N1CCN(CC1)CC=1C=C(C=C(C1)C(F)(F)F)C1=NC2=C(N1)C=CC(=C2)N 2-(3-((4-ethylpiperazin-1-yl)methyl)-5-(trifluoromethyl)phenyl)-1H-benz[d]imidazol-5-amine